OC1=CC=C(C=C1)C1(NC(C2=C3C(=CC=C12)C=CC=C3)=O)C3=CC=C(C=C3)O 3,3-bis(4-hydroxyphenyl)-2-benzisoindolin-1-one